ClC=1C(=C2C=NC(=NN2C1C1=NC=CC=C1)N[C@H]1[C@@H](COCC1)O)F (3S,4R)-4-((6-chloro-5-fluoro-7-(pyridin-2-yl)pyrrolo[2,1-f][1,2,4]triazin-2-yl)amino)tetrahydro-2H-pyran-3-ol